FC1=C2C=C(NC2=CC(=C1)F)C(=O)N1[C@@H]([C@H]2[C@H]3C=C[C@@H]([C@H]2C1)C3)C(=O)OC methyl (1R,2S,3S,6R,7S)-4-(4,6-difluoro-1H-indole-2-carbonyl)-4-azatricyclo[5.2.1.0^{2,6}]dec-8-ene-3-carboxylate